(3-fluoro-4-(7-((1-methylpiperidin-4-yl) carbamoyl) benzo[d]imidazo[2,1-b]thiazol-2-yl) phenyl) morpholine-4-carboxylate N1(CCOCC1)C(=O)OC1=CC(=C(C=C1)C=1N=C2SC3=C(N2C1)C=CC(=C3)C(NC3CCN(CC3)C)=O)F